1-[1-(2,6-dioxopiperidin-3-yl)-3-methyl-2-oxo-1,3-benzodiazol-4-yl]piperidine-4-carbaldehyde O=C1NC(CCC1N1C(N(C2=C1C=CC=C2N2CCC(CC2)C=O)C)=O)=O